magnesium-aluminum-iron magnesium [Mg].[Fe].[Al].[Mg]